(R)-3-fluoro-5,7,8,8-tetramethyl-6-oxo-5-phenyl-5,6,7,8,9,10-hexahydropyrido[2,3-b][1,6]naphthyridine FC1=CC2=C(NC=3CC(N(C(C3[C@@]2(C2=CC=CC=C2)C)=O)C)(C)C)N=C1